O=C1CCC(N(C1)C(=O)OC(C)(C)C)C1=CC=CC=C1 tert-butyl 5-oxo-2-phenylpiperidine-1-carboxylate